C(C=C)OC1=C(C=C(C=C1C(C)(C)C)C)[Si](CCC)(CCC)Cl (2-(Allyloxy)-3-(tert-butyl)-5-methylphenyl)chlorodipropylsilane